(S)-N1,N1-Dimethyl-1-(thien-3-yl)ethane-1,2-diamine hydrochloride Cl.CN([C@H](CN)C1=CSC=C1)C